3-amino-N-(2-{9-amino-1,4-dioxa-7-azaspiro[4.4]nonan-7-yl}-4-fluoro-5,6,7,8-tetrahydroquinolin-6-yl)-6-methylthieno[2,3-b]pyridine-2-carboxamide NC1=C(SC2=NC(=CC=C21)C)C(=O)NC2CC=1C(=CC(=NC1CC2)N2CC1(OCCO1)C(C2)N)F